COC(=O)C12CC(C1)(C2)C=2SC=C(N2)C(F)(F)F.CC2=C(C=C(C=C2)NC(C2=CC(=CC=C2)C(F)(F)F)=O)B2OC(C(O2)(C)C)(C)C N-(4-methyl-3-(4,4,5,5-tetramethyl-1,3,2-dioxaborolan-2-yl)phenyl)-3-(trifluoromethyl)benzamide methyl-3-(4-(trifluoromethyl)thiazol-2-yl)bicyclo[1.1.1]pentane-1-carboxylate